5-[7-amino-2-(2-cyano-2-methylideneethyl)-1-oxo-2,3-dihydro-1H-isoindol-4-yl]-1H-indazole-3-carboxamide NC=1C=CC(=C2CN(C(C12)=O)CC(=C)C#N)C=1C=C2C(=NNC2=CC1)C(=O)N